N-(5-(2-(2,4-dimethylazetidin-1-yl)acetamido)-2-methylpyridin-3-yl)-2-(1-methyl-1H-pyrazol-4-yl)-1H-pyrrolo[2,3-b]pyridine-5-carboxamide CC1N(C(C1)C)CC(=O)NC=1C=C(C(=NC1)C)NC(=O)C=1C=C2C(=NC1)NC(=C2)C=2C=NN(C2)C